FC=1C=C(CNCCCCOC2CN(C2)C2=NC3=C(C4=CN=CC=C24)C=CC=C3)C=C(C1)CO 5-(3-(4-((3-fluoro-5-(hydroxy-methyl)benzyl)amino)butoxy)azetidin-1-yl)benzo[c][2,6]naphthyridine